C(C)OC(/C=C/C1=C(C2=C(N(N=N2)CCCOCC2=CC=C(C(=O)OC(C)(C)C)C=C2)C=C1)C)=O tert-Butyl 4-[(3-{5-[(1E)-3-ethoxy-3-oxoprop-1-en-1-yl]-4-methyl-1H-benzotriazol-1-yl}propoxy)methyl]benzoate